1-(3-(4-((3,4-dichloro-2-fluorophenyl)amino)-7-(difluoromethoxy)quinazolin-6-yl)azetidin-1-yl)prop-2-en-1-one ClC=1C(=C(C=CC1Cl)NC1=NC=NC2=CC(=C(C=C12)C1CN(C1)C(C=C)=O)OC(F)F)F